OC(C)C1=CC(=CN2C1=NC(=CC2=O)C)C 9-(1-hydroxyethyl)-2,7-dimethyl-4H-pyrido[1,2-a]pyrimidin-4-one